2-{5-[(3-methanesulfonamidophenyl)carbamoyl]thiophen-3-yl}pyridine-4-carboxylic acid CS(=O)(=O)NC=1C=C(C=CC1)NC(=O)C1=CC(=CS1)C1=NC=CC(=C1)C(=O)O